CN(C(=O)[C@H]1CN([C@@H]2CC=3C4=C(C2=C1)C=CC=C4NC3)C)C(C)C (6aR,9R)-N,7-dimethyl-N-propan-2-yl-6,6a,8,9-tetrahydro-4H-indolo[4,3-fg]quinoline-9-carboxamide